C(C1=CC=CC=C1)N1C[C@H](N2C1=C(C(=C(C2=O)Cl)CC2=CC=CC1=CC=CC=C21)C2=CC(=CC=C2)C(F)(F)F)C(=O)O (S)-1-benzyl-6-chloro-7-(naphthalen-1-ylmethyl)-5-oxo-8-(3-(trifluoromethyl)phenyl)-1,2,3,5-tetrahydroimidazo[1,2-a]pyridine-3-carboxylic acid